5-(1'-isopropyl-6'-oxo-1',6'-dihydro-[3,3'-bipyridin]-5-yl)-1-(2-methoxyethyl)-1H-pyrrolo[2,3-b]pyridin-2(3H)-one C(C)(C)N1C=C(C=CC1=O)C=1C=NC=C(C1)C=1C=C2C(=NC1)N(C(C2)=O)CCOC